Cl.FC1=C(C=C(C(=C1)C1CCNCC1)F)NC1C(NC(CC1)=O)=O 3-((2,5-difluoro-4-(piperidin-4-yl)phenyl)amino)piperidine-2,6-dione hydrochloride